3-[[4-(2,6-Dimethylphenyl)-6-[(2R)-2-[(5-isopropoxypyrimidin-2-yl)methylamino]-3-(1-methylcyclobutyl)propoxy]pyrimidin-2-yl]sulfamoyl]benzoic acid CC1=C(C(=CC=C1)C)C1=NC(=NC(=C1)OC[C@@H](CC1(CCC1)C)NCC1=NC=C(C=N1)OC(C)C)NS(=O)(=O)C=1C=C(C(=O)O)C=CC1